O=C1NC(CCC1N1C(C2=CC(=C(C=C2C1=O)F)N1CCN(CC1)C(=O)C1CN(C1)C1=C2C[C@@H]([C@H](C2=C(C=C1)S(=O)(=O)C)O)F)=O)=O trans-2-(2,6-dioxopiperidin-3-yl)-5-fluoro-6-(4-(1-((1S)-2-fluoro-1-hydroxy-7-(methylsulfonyl)-2,3-dihydro-1H-inden-4-yl)azetidine-3-carbonyl)piperazin-1-yl)isoindoline-1,3-dione